C(C)NC(=O)C1=CC2=C(C(N(C=C2C2=CC(=CC(=C2)C(F)(F)F)OC2=C(C=C(C=C2C)F)C)C)=O)N1 N-ethyl-4-(3-(4-fluoro-2,6-dimethylphenoxy)-5-(trifluoromethyl)phenyl)-6-methyl-7-oxo-6,7-dihydro-1H-pyrrolo[2,3-c]pyridine-2-carboxamide